2-(1-(1-((1s,4s)-4-isopropylcyclohexyl)piperidin-4-yl)-2-oxoindolin-3-yl)-N'-methylacetohydrazide C(C)(C)C1CCC(CC1)N1CCC(CC1)N1C(C(C2=CC=CC=C12)CC(=O)NNC)=O